FC(S(=O)(=O)SS(=O)(=O)C(F)(F)F)(F)F.[Li] lithium bis(trifluoromethanesulfonyl) sulfide